O1CCC(CC1)NCC=1C=C2C=C(N(C2=CC1)CC(F)(F)F)C#CCNC=1C=CC(=NC1)C(=O)NC=1C=NC=CC1 5-{[3-(5-{[(oxan-4-yl)amino]methyl}-1-(2,2,2-trifluoroethyl)-1H-indol-2-yl)prop-2-yn-1-yl]amino}-N-(pyridin-3-yl)pyridine-2-carboxamide